phenyl-zinc (II) chloride [Cl-].C1(=CC=CC=C1)[Zn+]